dioctadecyl-3,3'-thio-dipropionate C(CCCCCCCCCCCCCCCCC)OC(CCSCCC(=O)OCCCCCCCCCCCCCCCCCC)=O